C(=C)C1CC2C(OS(O2)=O)CC1 5-vinyl-hexahydro-1,3,2-benzodioxathiolane-2-oxide